C(C)OC(CCCCCCCC1C(C1)CCCCCCCCCCC(CCCCCCCCC)CN(C)C)=O ethyl-8-(2-{11-[(dimethylamino)methyl]icosyl}cyclopropyl)octanoate